C(C)C(=CC(=O)OCC(COC(C=C(CC)CC)=O)(COCC(COC(C=C(CC)CC)=O)(COC(C=C(CC)CC)=O)COC(C=C(CC)CC)=O)COC(C=C(CC)CC)=O)CC dipentaerythritol hexa-diethyl-acrylate